C1(CC1)CN1CC(CCC1)C(=O)N1[C@@H](CC1)C1=NC=CC=N1 cyclopropylmethyl-3-((S)-2-pyrimidin-2-yl-azetidine-1-carbonyl)-piperidin